C(C)(C)(C)OC(NCC([2H])S)=O (2-Mercaptoethyl-2-d)carbamic acid tert-butyl ester